CN(C=1C=C(C2=C(N(C(N(C2=O)C)=O)C)N1)NCC(=O)NC1=CC=C(C=C1)C(F)(F)F)C 2-{[7-(dimethylamino)-1,3-dimethyl-2,4-dioxo-1,2,3,4-tetrahydropyrido[2,3-d]pyrimidin-5-yl]amino}-N-[4-(trifluoromethyl)phenyl]acetamide